2,6-bis(2,4-diethyloxyphenyl)-4-(4-phenylaminophenyl)pyridine C(C)OC1=C(C=CC(=C1)OCC)C1=NC(=CC(=C1)C1=CC=C(C=C1)NC1=CC=CC=C1)C1=C(C=C(C=C1)OCC)OCC